BrC1=NC(=CC=C1N1CN(C2=C(C1=O)C=C(C=N2)C(F)(F)F)C2=C(C=C(C=C2)F)CCCNC(OC(C)(C)C)=O)OC tert-butyl (3-(2-(3-(2-bromo-6-methoxypyridin-3-yl)-4-oxo-6-(trifluoromethyl)-3,4-dihydropyrido[2,3-d]pyrimidin-1(2H)-yl)-5-fluorophenyl)propyl)carbamate